2-[3-[(1R)-1-methyl-2-[[(R)-phenyl-[(3R)-1,2,3,4-tetrahydropyrido[2,3-b]pyrazin-3-yl]methyl]amino]ethyl]phenyl]propanoic acid C[C@@H](CN[C@@H]([C@H]1CNC2=C(N1)N=CC=C2)C2=CC=CC=C2)C=2C=C(C=CC2)C(C(=O)O)C